Methyl (1S,2S)-2-((2-bromo-5-fluorophenyl)carbamoyl)cyclopropane-1-carboxylate BrC1=C(C=C(C=C1)F)NC(=O)[C@@H]1[C@H](C1)C(=O)OC